N(=[N+]=[N-])C1C(N2C3=C(C=NN3CC1)OCC2)=O 7-azido-4,5,8,9-tetrahydro-3-oxa-1,5a,9a-triazabenzo[cd]azulen-6(7H)-one